(R)-2-(2-(1-(2-azaspiro[3.4]octane-6-yl)piperidin-4-yl)phenyl)oxazole C1NCC12C[C@@H](CC2)N2CCC(CC2)C2=C(C=CC=C2)C=2OC=CN2